CC(CCC=O)CCC 4-METHYLHEPTANAL